C(C)OC1=CN=CC(=N1)C=1C=CC(=NC1)NC(=O)C1(CCN(CC1)C(=O)OC(C)(C)C)C1=NC(=NC=C1)NS(=O)(=O)C tert-butyl 4-((5-(6-ethoxypyrazin-2-yl)pyridin-2-yl)carbamoyl)-4-(2-(methylsulfonamido) pyrimidin-4-yl)piperidine-1-carboxylate